C(C)(C)(C)OC(=O)N1C2CC2C[C@@H]1CO (3R)-3-(hydroxymethyl)-2-azabicyclo[3.1.0]hexane-2-carboxylic acid tert-butyl ester